tert-butyl (S)-2-(4-(4-(4-aminobutyl)phenyl)-2,3,9-trimethyl-6H-thieno[3,2-f][1,2,4]triazolo[4,3-a][1,4]diazepin-6-yl)acetate NCCCCC1=CC=C(C=C1)C1=N[C@H](C=2N(C3=C1C(=C(S3)C)C)C(=NN2)C)CC(=O)OC(C)(C)C